C(C)(C)(C)C(C(=O)[O-])(C(=O)[O-])CC.[K+].[K+] potassium 2-(tert-butyl)-2-ethylmalonate